O([C@H]1[C@H](O)[C@@H](O)[C@@H](O)[C@H](O1)CO)C=1C=CC=C2C=CN=CC12 8-isoquinolinyl β-D-galactopyranoside